(2S,3R)-methyl 2-(6-(1-benzyl-1H-pyrazole-4-carbonyl)-2-((S)-2,2-dimethylcyclopropanecarbonyl)-2,6-diazaspiro[3.4]octane-8-carboxamido)-3-(benzyloxy)butanoate C(C1=CC=CC=C1)N1N=CC(=C1)C(=O)N1CC2(CN(C2)C(=O)[C@@H]2C(C2)(C)C)C(C1)C(=O)N[C@H](C(=O)OC)[C@@H](C)OCC1=CC=CC=C1